FC(CC(C)(F)F)(F)F 1,1,1,3,3-Pentafluorobutan